(4-{[(1S,4S,5R,8S,9R,12R,13R)-1,5,9-trimethyl-11,14,15,16-tetraoxatetracyclo[10.3.1.04,13.08,13]hexadecan-10-yl]amino}butyl)trimethylammonium succinate C(CCC(=O)[O-])(=O)[O-].C[C@@]12CC[C@H]3[C@@H](CC[C@H]4[C@H](C(O[C@@H]([C@@]34OO1)O2)NCCCC[N+](C)(C)C)C)C.C[C@@]21CC[C@H]3[C@@H](CC[C@H]4[C@H](C(O[C@@H]([C@@]34OO2)O1)NCCCC[N+](C)(C)C)C)C